N[C@@H]1CC=CC[C@H]1C1=C(C2=NC(=CC(=C2S1)NCC=1OC=CC1)C#N)Cl 2-((1R,6R)-6-aminocyclohex-3-en-1-yl)-3-chloro-7-((furan-2-ylmethyl)amino)thieno[3,2-b]pyridine-5-carbonitrile